FC(C=1C=C(C=C(C1)C(F)(F)F)C(C)O)(F)F L-1-[3,5-bis(trifluoromethyl)phenyl]ethanol